COC(C(=CC1=CC=CC=C1)CCCCC)OC alpha-amyl-cinnamaldehyde dimethyl acetal